di-tert-butyl-4-amino-4-(3-(tert-butoxy)-3-oxopropyl)heptanedioate C(C)(C)(C)OC(CCC(CCC(=O)OC(C)(C)C)(CCC(=O)OC(C)(C)C)N)=O